CC=1C=C(C=NNC2=C3N=CN(C3=NC(=N2)N2CCOCC2)C2CCN(CC2)C(=O)C=2C=NC=CC2)C=CC1 (4-(6-(2-(3-methylbenzylidene)hydrazinyl)-2-morpholino-9H-purin-9-yl)piperidin-1-yl)(pyridin-3-yl)methanone